O1C(=CC2=C1C=CC=C2)CNC2=CC(=NC=1N2N=CC1C(C)C)NC[C@@H]1[C@H](CNCC1)O (3R,4R)-4-(((7-((benzofuran-2-ylmethyl)amino)-3-isopropylpyrazolo[1,5-a]pyrimidin-5-yl)amino)methyl)piperidin-3-ol